N-methyl-N-(3-[((N-tertbutoxycarbonyl-N-methylamino)acetoxy)methyl]pyridin-2-yl)carbamic acid 1-chloroethyl ester ClC(C)OC(N(C1=NC=CC=C1COC(CN(C)C(=O)OC(C)(C)C)=O)C)=O